4-(di-t-butylphosphino)-1,1-dimethylpiperidinium chloride [Cl-].C(C)(C)(C)P(C1CC[N+](CC1)(C)C)C(C)(C)C